FC12CC(C1)(C2)N2C(C(N(C=C2)CC2=CC(=NO2)C=2C=NC=CC2)=O)=O 1-(3-fluorobicyclo[1.1.1]pentan-1-yl)-4-((3-(pyridin-3-yl)isoxazol-5-yl)methyl)-1,4-dihydropyrazine-2,3-dione